CC=1C(=NC=NC1C1=CC=C2C(N=CNC2=C1)=O)N1CCC(CC1)OC=1C=C(C#N)C=CC1 3-((1-(5-methyl-6-(4-oxo-1,4-dihydroquinazolin-7-yl)pyrimidin-4-yl)piperidin-4-yl)oxy)benzonitrile